2-((tert-butyldimethylsilyl)oxy)-N-(2-(5,7-difluoro-2-(4-fluorophenyl)-1H-indol-3-yl)ethyl)propane-1-sulfonamide [Si](C)(C)(C(C)(C)C)OC(CS(=O)(=O)NCCC1=C(NC2=C(C=C(C=C12)F)F)C1=CC=C(C=C1)F)C